(+/-)-4-methyl-6-[2-(4-pyridyl)azepan-1-yl]pyrimidin-2-amine CC1=NC(=NC(=C1)N1[C@H](CCCCC1)C1=CC=NC=C1)N |r|